C(CCCCCCC\C=C/CCCCCCCC)NC(=O)[C@H](O)[C@@H](O)[C@H](O)[C@H](O)CO N-oleyl-gluconamide